1-(6-(4-((3,4-Dichloro-2-fluorophenyl)amino)quinazolin-6-yl)-1,6-diazaspiro[3.3]heptan-1-yl)prop-2-en-1-one ClC=1C(=C(C=CC1Cl)NC1=NC=NC2=CC=C(C=C12)N1CC2(CCN2C(C=C)=O)C1)F